C(=O)(OC(C)(C)C)N1CC2=CC=C(C=C2CC1)O N-BOC-6-hydroxy-3,4-dihydroisoquinoline